tert-Butyl N-(4-bromo-3-cyano-7-methyl-benzothiophen-2-yl)carbamate BrC1=CC=C(C2=C1C(=C(S2)NC(OC(C)(C)C)=O)C#N)C